BrC1=CC=C(C=C1)C=1NC2=CC=C(C=C2C1C=1OC(=NN1)OC)F 2-(4-bromophenyl)-5-fluoro-3-(5-methoxy-1,3,4-oxadiazol-2-yl)-1H-indole